benzylbis(2-chloroethyl)amine C(C1=CC=CC=C1)N(CCCl)CCCl